tert-Butyl (3-bromo-5-chloro-2-(1-hydroxy-2-nitroethyl)thieno[3,2-b]pyridin-7-yl)(thiophen-2-ylmethyl)carbamate BrC1=C(SC=2C1=NC(=CC2N(C(OC(C)(C)C)=O)CC=2SC=CC2)Cl)C(C[N+](=O)[O-])O